(4-bromopyridin-2-yl)-2-(4-methyl-1,4-diazepan-1-yl)acetamide BrC1=CC(=NC=C1)C(C(=O)N)N1CCN(CCC1)C